2,2-dimethyl-3-propenyl-cyclopropanol CC1(C(C1C=CC)O)C